4-(4-hydroxyphenyl)-2,2-dimethyloxazolidine-3-carboxylic acid benzyl ester C(C1=CC=CC=C1)OC(=O)N1C(OCC1C1=CC=C(C=C1)O)(C)C